2-isoamyl-3,6-dimethyloctahydrobenzofuran-3-ol C(CC(C)C)C1OC2C(C1(O)C)CCC(C2)C